ClC1=C(C=C(C=C1)N1CC(C2=NC(=CC=C21)C(=O)N2C(CN(CC2)C2=NC(=C(C(=O)O)C(=C2)C)C)(C)C)(C)C)F 6-(4-(1-(4-chloro-3-fluorophenyl)-3,3-dimethyl-2,3-dihydro-1H-pyrrolo[3,2-b]pyridine-5-carbonyl)-3,3-dimethylpiperazin-1-yl)-2,4-dimethylnicotinic acid